COC([C@@H](CC1=CC=CC=C1)\N=C\C1=CC=C(C(=O)OC)C=C1)=O methyl (R,E)-4-(((1-methoxy-1-oxo-3-phenylpropan-2-yl)imino)methyl)benzoate